2-fluoro-5-(2-hydroxyethyl)-N,N-bis(4-methoxybenzyl)benzene-sulfonamide FC1=C(C=C(C=C1)CCO)S(=O)(=O)N(CC1=CC=C(C=C1)OC)CC1=CC=C(C=C1)OC